5-{3-[(S)-(1,3-Dimethyl-azetidin-3-yl)-hydroxy-(4-trifluoromethoxy-phenyl)-methyl]-phenyl}-[1,2,4]oxadiazole-3-carboxylic acid (pyridin-4-ylmethyl)-amide N1=CC=C(C=C1)CNC(=O)C1=NOC(=N1)C1=CC(=CC=C1)[C@](C1=CC=C(C=C1)OC(F)(F)F)(O)C1(CN(C1)C)C